5-(benzyloxy)-4-(4-bromoisoindoline-2-carbonyl)-6-methyl-1,3-phenylenedi(4-methylbenzenesulfonate) C(C1=CC=CC=C1)OC=1C(=C(C=C(C1C)C1=C(C=CC(=C1)C)S(=O)(=O)[O-])C1=C(C=CC(=C1)C)S(=O)(=O)[O-])C(=O)N1CC2=CC=CC(=C2C1)Br